2-((4-(4-((4-chloro-2-fluorobenzofuran-7-yl)methoxy)-5-fluoropyrimidin-2-yl)cyclohex-3-en-1-yl)methyl)-1-(2-methoxyethyl)-1H-thieno[2,3-d]imidazole-5-carboxylic acid ClC1=CC=C(C2=C1C=C(O2)F)COC2=NC(=NC=C2F)C2=CCC(CC2)CC=2N(C1=C(N2)SC(=C1)C(=O)O)CCOC